C(C)(=O)C1=CC=C(C=C1)CN1CCC(CC1)CO [1-[(4-Acetylphenyl)methyl]-4-piperidinyl]methanol